C(CCC)OC([C@@H]1CN(CCO1)C(=O)OCC1=CC=CC=C1)OCCCC benzyl (2S)-2-(dibutoxymethyl)morpholine-4-carboxylate